C1(CCC1)C(=O)[O-].[Zn+2].C1(CCC1)C(=O)[O-] zinc cyclobutaneate